benzyl (2S,6S)-6-((tert-butoxycarbonyl)amino)-2-methyl-3-methyleneazepane-1-carboxylate C(C)(C)(C)OC(=O)N[C@H]1CCC([C@@H](N(C1)C(=O)OCC1=CC=CC=C1)C)=C